1-(4-chloro-5-fluoropyridin-2-yl)ethanone ClC1=CC(=NC=C1F)C(C)=O